OC1=C(C(=O)OC2=C(C(=C(C(=O)OC3=C(C(=C(C(=O)O)C(=C3C)C)C)C)C(=C2)C)C)C)C(=C(C(=C1C(F)(F)F)OC(C1=C(C=C(C=C1C)O)OC)=O)C)C 4-((4-((2-hydroxy-4-((4-hydroxy-2-methoxy-6-methylbenzoyl)oxy)-5,6-dimethyl-3-(trifluoromethyl)benzoyl)oxy)-2,3,6-trimethylbenzoyl)oxy)-2,3,5,6-tetramethyl-benzoic acid